N[C@H]1CS(C2=C(N(C1=O)CC1=CC=C(C=C1)COC1=CC=CC=C1)C=C(C=C2)C=2OC(=NN2)C(C)(S(=O)(=O)C)C)(=O)=O (3R)-3-amino-7-[5-(1-methyl-1-methylsulfonyl-ethyl)-1,3,4-oxadiazol-2-yl]-1,1-dioxo-5-[[4-(phenoxymethyl)phenyl]methyl]-2,3-dihydro-1λ6,5-benzothiazepine-4-One